5-(8-methoxy-[1,2,4]triazolo[1,5-a]pyridin-6-yl)-1-(1-((tetrahydro-2H-pyran-4-yl)methyl)piperidin-4-yl)-1,3-dihydro-2H-benzo[d]imidazol-2-one COC=1C=2N(C=C(C1)C1=CC3=C(N(C(N3)=O)C3CCN(CC3)CC3CCOCC3)C=C1)N=CN2